BrC=1N([C@H]2C[C@H](O)[C@@H](CO)O2)C=2N=CN=C(C2N1)N 8-bromo-2'-deoxyadenosine